2-((1S)-1-aminoethyl)-5-bromo-3-phenylquinazolin-4-one N[C@@H](C)C1=NC2=CC=CC(=C2C(N1C1=CC=CC=C1)=O)Br